N1(CCCC2=CC=CC=C12)CCC(C=CC=C)=C 1-(1,2,3,4-tetrahydro-1-quinolinyl)-3-methylenehepta-4,6-diene